alpha-ketoglutarate calcium salt [Ca+2].O=C(C(=O)[O-])CCC(=O)[O-]